4-(1-piperazinyl)benzo[b]thiophene N1(CCNCC1)C1=CC=CC=2SC=CC21